cis-2-(4-methoxyphenyl)-3-hydroxy-2,3-dihydro-1,5-benzothiazepine-4(5H)-one COC1=CC=C(C=C1)[C@@H]1SC2=C(NC([C@@H]1O)=O)C=CC=C2